(1R,4r)-4-((R)-1-(5-phenyl-1-(3-(trifluoromethyl)benzyl)-1H-indazole-7-carboxamido)ethyl)cyclohexane-1-carboxylic acid C1(=CC=CC=C1)C=1C=C2C=NN(C2=C(C1)C(=O)N[C@H](C)C1CCC(CC1)C(=O)O)CC1=CC(=CC=C1)C(F)(F)F